(1S,3R)-1-(5-bromopyridin-2-yl)-3-methyl-2-(2,2,2-trifluoroethyl)-2,3,4,9-tetrahydro-1H-pyrido[3,4-b]indole BrC=1C=CC(=NC1)[C@H]1N([C@@H](CC2=C1NC1=CC=CC=C21)C)CC(F)(F)F